N-(6-amino-5-ethyl-3-pyridyl)-2-oxo-2-[(2R,5S)-5-methyl-2-[3-[[(3R)-1-methylpyrrolidin-3-yl]methoxy]phenyl]-1-piperidyl]acetamide NC1=C(C=C(C=N1)NC(C(N1[C@H](CC[C@@H](C1)C)C1=CC(=CC=C1)OC[C@H]1CN(CC1)C)=O)=O)CC